[NH4+].S(=O)(=O)([O-])[O-].C1(=CC=CC=C1)OC1=CC=CC=C1.[NH4+] phenyl ether sulfate ammonium salt